(5-(7-fluoro-[1,2,4]triazolo[1,5-a]pyridin-2-yl)-8-(methylamino)-2,7-naphthyridin-3-yl)cyclopropanecarboxamide FC1=CC=2N(C=C1)N=C(N2)C2=C1C=C(N=CC1=C(N=C2)NC)C2(CC2)C(=O)N